C(C)(C)(C)OC(=O)N1C[C@@H](CCC1)NC1=[N+](C=CC2=CC=CC=C12)[O-] (R)-1-((1-(tert-butoxycarbonyl)piperidin-3-yl)amino)isoquinoline 2-oxide